N1(N=CC=C1)CC1=CC=C(N)C=C1 4-(pyrazol-1-ylmethyl)aniline